N-[2-[2-chloro-4-(trifluoromethyl)phenoxy]phenyl]-3-(difluoromethyl)-1-methyl-1H-pyrazole-4-carboxamide ClC1=C(OC2=C(C=CC=C2)NC(=O)C=2C(=NN(C2)C)C(F)F)C=CC(=C1)C(F)(F)F